1-allyl-3,5-di[3-(trimethoxysilyl)propyl]-1,3,5-triazine-2,4,6(1H,3H,5H)-trione C(C=C)N1C(N(C(N(C1=O)CCC[Si](OC)(OC)OC)=O)CCC[Si](OC)(OC)OC)=O